C(=O)C1=NC=CC(C1OCC=C)=O 2-formyl-3-(2-propen-1-yloxy)-pyridin-4-one